Ethyl (E)-3-((3-(10,11-dihydro-5H-dibenzo[a,d][7]annulen-5-ylidene)propyl)(methyl)amino)-2-(trifluoromethyl)acrylate C1=CC=CC=2C(C3=C(CCC21)C=CC=C3)=CCCN(/C=C(\C(=O)OCC)/C(F)(F)F)C